FC=1C=C(C=C(C1)C(F)(F)F)CCC(=O)O 3-(3-fluoro-5-(trifluoromethyl)phenyl)propionic acid